4-(2-(2-chloroethoxy)ethoxy)-2-(2,6-dioxopiperidin-3-yl)isoindoline-1,3-dione ClCCOCCOC1=C2C(N(C(C2=CC=C1)=O)C1C(NC(CC1)=O)=O)=O